C(N)(=N)C=1C=C(SC1)CNC(=O)[C@@H]1C[C@H](CN1C(CNC(C1=CC=C(C=C1)OC1=CC=CC=C1)=O)=O)N1CCCC1 (3'R,5'S)-N-((4-carbamimidoylthiophen-2-yl)methyl)-1'-((4-phenoxy-benzoyl)glycyl)-[1,3'-bipyrrolidine]-5'-carboxamide